C(C)(C)(C)OC(=O)C1=CC=C(C=C1)[C@@H]1CN(CC[C@H]1CO)C(=O)[O-] |o1:13,18| (3R*,4R*)-3-(4-(tert-butoxycarbonyl)phenyl)-4-(hydroxymethyl)piperidine-1-carboxylate